3-chloro-4-(1-((dimethylamino)methyl)-1-methoxy-6-azaspiro[3.4]octan-6-yl)-2,6-difluoro-N-(6-fluoropyridin-2-yl)benzenesulfonamide ClC=1C(=C(C(=CC1N1CC2(CCC2(OC)CN(C)C)CC1)F)S(=O)(=O)NC1=NC(=CC=C1)F)F